COC=1C=C(C=C(C1)OC)NC(C1=C(C=CC=C1)Br)=O N-(3,5-dimethoxyphenyl)o-bromobenzamide